S1C(=CC=C1)C(=O)[O-].[Cu+2].S1C(=CC=C1)C(=O)[O-] Copper (II) thiophenecarboxylate